6-methyl-2-(2-(4-(methylsulfonyl)phenyl)morpholino)-4-oxo-4H-chromen CC=1C=C2C(C=C(OC2=CC1)N1CC(OCC1)C1=CC=C(C=C1)S(=O)(=O)C)=O